FC=1C=C(C=CC1F)NCCN(C)C N1-(3,4-difluorophenyl)-N2,N2-dimethylethane-1,2-diamine